C(C1=CC=CC=C1)OC(CNC(C1=C(C=CC=C1)NS(=O)(=O)C1=CC=C(C=C1)OC(C(C)(C)C)=O)=O)=O N-[2-[[[4-(2,2-dimethyl-1-oxo-propoxy)phenyl]sulfonyl]amino]benzoyl]-(S)-glycine benzyl ester